C(C(C)(C)C)(=O)OCO[C@@H]1[C@H](O[C@H]([C@]1(C)F)N1C2=NC(=NC(=C2N=C1)NC)N)COC(CC1CCCCC1)=O (((2R,3R,4R,5R)-5-(2-amino-6-(methylamino)-9H-purin-9-yl)-2-((2-cyclohexylacetoxy)methyl)-4-fluoro-4-methyltetrahydrofuran-3-yl) oxy)methyl pivalate